C1(CC1)N(C1CN(C1)C(=O)N1CC2(C1)CC(C2)C2=NN=C(N2)C2CC2)CC2=C(C=C(C=C2)C(F)(F)F)F [3-[cyclopropyl-[[2-fluoro-4-(trifluoromethyl)phenyl]methyl]amino]azetidin-1-yl]-[6-(5-cyclopropyl-4H-1,2,4-triazol-3-yl)-2-azaspiro[3.3]heptan-2-yl]methanone